6-amino-2-[(1S)-1-amino-1,3-dihydrospiro[indene-2,4'-piperidin]-1'-yl]-5-(2,3-dichlorophenyl)pyrimidine-4-carbonitrile NC1=C(C(=NC(=N1)N1CCC2(CC1)[C@@H](C1=CC=CC=C1C2)N)C#N)C2=C(C(=CC=C2)Cl)Cl